COC1=NC=CC2=C(C=CC=C12)N1N=CC(=C1C(F)(F)F)C1=NC(C2=C(N1)C=CN=C2C(F)(F)F)=O 2-(1-(1-methoxyisoquinolin-5-yl)-5-(trifluoromethyl)-1H-pyrazol-4-yl)-5-(trifluoromethyl)pyrido[4,3-d]pyrimidin-4(1H)-one